ClC1=NC(=CN=C1)C1=CC(=CC=C1)OC1=NC=CC=C1OCC 2-chloro-6-(3-((3-ethoxypyridin-2-yl)oxy)phenyl)pyrazine